C1=C(C=CC2=CC=CC=C12)C1=C2C=CC=CC2=C(C2=CC=CC=C12)Br 10-(2-naphthyl)-9-bromoanthracene